N-(bis(4-(tributylsilyl)phenyl)phosphaneyl)-N-butyl-1-phenyl-1-(2-(trifluoromethyl)phenyl)phosphanamine C(CCC)[Si](C1=CC=C(C=C1)P(N(P(C1=C(C=CC=C1)C(F)(F)F)C1=CC=CC=C1)CCCC)C1=CC=C(C=C1)[Si](CCCC)(CCCC)CCCC)(CCCC)CCCC